N1(N=NC2=C1C=CC=C2)O benzotriazol-1-ol